(phenyl-methoxy)-2(1H)-pyridinone C1(=CC=CC=C1)CON1C(C=CC=C1)=O